FC(S(=O)(=O)C=1C=NC(=NC1)N1C[C@H](N[C@H](C1)C)C)F 5-difluoromethanesulfonyl-2-[(3R,5S)-3,5-dimethylpiperazin-1-yl]pyrimidine